C(C)(C)OC(=O)C=1C(=NC(=NC1)NC1=C(C=C(C(=C1)NC(C=C)=O)N1CCN(CC1)C)OC)NC1=C(C=CC=C1)C1=NN(C=C1)C 2-((5-acrylamido-2-methoxy-4-(4-methylpiperazin-1-yl)phenyl)amino)-4-((2-(1-methyl-1H-pyrazol-3-yl)phenyl)amino)pyrimidine-5-carboxylic acid isopropyl ester